NC1=CC(=C(C=N1)N1C[C@@H](N(CC1)C(=O)C1=NC=C(C(=C1)OC)OC1=CC=CC=C1)CO)OC [(R)-4-(6-Amino-4-methoxy-pyridin-3-yl)-2-hydroxymethyl-piperazin-1-yl]-(4-methoxy-5-phenoxy-pyridin-2-yl)-methanone